C(C)(=O)C1=C(C2=C(N=C(N=C2)NC2=CC=C(C=N2)N2CCN(CC2)CC=2C=C3C(N(C(C3=CC2)=O)C2C(NC(CC2)=O)=O)=O)N(C1=O)C1CCCC1)C 5-((4-(6-((6-acetyl-8-cyclopentyl-5-methyl-7-oxo-7,8-dihydropyrido[2,3-d]pyrimidin-2-yl)amino)pyridin-3-yl)piperazin-1-yl)methyl)-2-(2,6-dioxopiperidin-3-yl)isoindoline-1,3-dione